C(C)(C)(C)OC(N[C@H]1C2N(CC1CC2)C(=O)C2=CC1=C(C(=C(O1)C=1N(C3=CC(=CC=C3C1)C=1C=C3CNC(C3=CC1)=O)CC1CC1)C)C(=C2)OC)=O tert-Butyl-((7R)-2-(2-(1-(cyclopropylmethyl)-6-(1-oxoisoindolin-5-yl)-1H-indol-2-yl)-4-methoxy-3-methylbenzofuran-6-carbonyl)-2-azabicyclo[2.2.1]heptan-7-yl)carbamate